BrC(Br)(Br)S(=O)(=O)C1=CC=C(C=C1)Br tribromomethyl-(4-bromophenyl) sulfone